9-bromo-10-(phenyl-d5)anthracene methyl-2-methyl-2-mercaptopropionate COC(C(C)(S)C)=O.BrC=1C2=CC=CC=C2C(=C2C=CC=CC12)C1=C(C(=C(C(=C1[2H])[2H])[2H])[2H])[2H]